CC1=CC(=NC2=CC=C(C=C12)C1=CC2=CN(N=C2C=C1)C)C=1CCN(CC1)C(=O)OC(C)(C)C tert-butyl 4-(4-methyl-6-(2-methyl-2H-indazol-5-yl) quinolin-2-yl)-3,6-dihydropyridine-1(2H)-carboxylate